SCCOC(CCS)=O.[Na] sodium 2-mercaptoethyl-3-mercaptopropionate salt